FC1=CC=2C3=C(N(C2C=C1OC)C)C(N(N=C3)CC=3C=C(C=CC3)NC(OC(C)(C)C)=O)=O Tert-butyl (3-((8-fluoro-7-methoxy-5-methyl-4-oxo-4,5-dihydro-3H-pyridazino[4,5-b]indol-3-yl)methyl)phenyl)carbamate